tert-Butyl ((2-(((RS)-5-((1,1-difluorospiro[2.3]hexan-5-yl)amino)pentan-2-yl)oxy)-4-methylphenyl)sulfonyl)-L-prolinate FC1(CC12CC(C2)NCCC[C@@H](C)OC2=C(C=CC(=C2)C)S(=O)(=O)N2[C@@H](CCC2)C(=O)OC(C)(C)C)F |&1:11|